5-((3-(trans-3-(4-(7-((1R,4R)-2-oxa-5-azabicyclo[2.2.1]heptan-5-yl)quinoxalin-2-yl)-1H-pyrazol-1-yl)cyclobutyl)propyl)amino)-2-(2,6-dioxopiperidin-3-yl)isoindoline-1,3-dione [C@H]12OC[C@H](N(C1)C1=CC=C3N=CC(=NC3=C1)C=1C=NN(C1)[C@@H]1C[C@H](C1)CCCNC=1C=C3C(N(C(C3=CC1)=O)C1C(NC(CC1)=O)=O)=O)C2